[2-(5-Methyl-1,2,4-oxadiazol-3-yl)ethyl]amine CC1=NC(=NO1)CCN